difluoromethyl-5-amino-1,2,4-triazole FC(F)C1=NNC(=N1)N